COC1=NC=C(C=C1C(=O)NCCC(=O)OC(C)(C)C)C1=CC=C2C(=NNC2=C1)C(NC)=O tert-butyl 3-({2-methoxy-5-[3-(methylcarbamoyl)-1H-indazol-6-yl]pyridin-3-yl}formamido)-propanoate